FC(C(C(F)(F)F)OC(=O)N1CCC(CC1)(C)N(C)CC1=C(C=C(C=C1)C(F)(F)F)N1[C@@H](CCC1)C(=O)O)(F)F (2-(((1-(((1,1,1,3,3,3-Hexafluoropropan-2-yl)oxy)carbonyl)-4-methylpiperidin-4-yl)(methyl)amino)methyl)-5-(trifluoromethyl)phenyl)proline